2-((1-(2-cyano-3-(((2,2-difluoro-1-methylcyclopropyl)methyl)amino)-7-methylquinoxalin-5-yl)ethyl)amino)benzoic acid C(#N)C1=NC2=CC(=CC(=C2N=C1NCC1(C(C1)(F)F)C)C(C)NC1=C(C(=O)O)C=CC=C1)C